ClC=1C=NN(C1)CC(=O)OCCC(=C(F)F)F 3,4,4-trifluorobut-3-en-1-yl 2-(4-chloro-1H-pyrazol-1-yl)acetate